NC1=C(C(=NN1C1CC(C1)CN1CCN(CC1)C)C1=CC=C2C=CC(=NC2=C1)C1=CC=CC=C1)C#N 5-amino-1-((1r,3r)-3-((4-methylpiperazin-1-yl)methyl)cyclobutyl)-3-(2-phenylquinolin-7-yl)-1H-pyrazole-4-carbonitrile